ethyl-5-(4-(difluoromethyl)-6-((S)-3-methoxytetrahydrofuran-3-yl)pyridin-2-yl)-7-(tetrahydrofuran-3-yl)pyrrolo[1,2-c]pyrimidin-3-amine C(C)C1=NC(=CC=2N1C(=CC2C2=NC(=CC(=C2)C(F)F)[C@@]2(COCC2)OC)C2COCC2)N